Myristyldimethylamine N-oxide C(CCCCCCCCCCCCC)[N+](C)(C)[O-]